4-[4-[[5-(2,3-difluoro-4-methoxy-phenyl)-1-methyl-imidazole-2-carbonyl]amino]-2-methyl-benzoyl]-N-[(3S,4S)-4-hydroxypyrrolidin-3-yl]piperazine-1-carboxamide FC1=C(C=CC(=C1F)OC)C1=CN=C(N1C)C(=O)NC1=CC(=C(C(=O)N2CCN(CC2)C(=O)N[C@H]2CNC[C@@H]2O)C=C1)C